NC1=NC=2C=C(C(=CC2C2=C1C=NN2C)C(=O)N(N(C)C(COC)=O)CC2=NC=C(C=C2)C(F)(F)F)F 4-amino-7-fluoro-N'-(2-methoxyacetyl)-N',1-dimethyl-N-[[5-(trifluoromethyl)-2-pyridyl]methyl]pyrazolo[4,3-c]quinoline-8-carbohydrazide